ClC1=C(C=NN(C1=O)C1CCN(CC1)S(=O)(=O)N(C(F)F)C1=C(C=C(C=C1)C#N)F)NC[C@H]1COCC[S@]1=O 4-(5-chloro-4-((((3S,4R)-4-oxido-1,4-oxathian-3-yl)methyl)amino)-6-oxopyridazin-1(6H)-yl)-N-(4-cyano-2-fluorophenyl)-N-(difluoromethyl)piperidine-1-sulfonamide